C(C)(C)(C)OC(NC(C)C1=CC(=CC2=CC=CC=C12)C=1C=NN(C1)C)=O tert-butyl(1-(3-(1-methyl-1H-pyrazol-4-yl)naphthalen-1-yl)ethyl)carbamate